2-chloro-N,N-bis(4-methoxybenzyl)-6-methylpyrimidin-4-amine ClC1=NC(=CC(=N1)N(CC1=CC=C(C=C1)OC)CC1=CC=C(C=C1)OC)C